C(CCCCCCCCCCCCCCC)(=O)NCCN([C@@H](C(C)C)C(=O)O)C(=O)OC(C)(C)C 2-palmitoylaminoethyl-(tert-butoxycarbonyl)-L-valine